C1(\C=C/CCCCCCCCCCCCCCC)C(=O)OC1=O cis-2-octadecene-1,1-dicarboxylic acid anhydride